TERT-BUTYL METHYL(2-((1-PHENYL-1H-TETRAZOL-5-YL)THIO)ETHYL)CARBAMATE CN(C(OC(C)(C)C)=O)CCSC1=NN=NN1C1=CC=CC=C1